4-(3-((1,1,1,3,3,3-hexafluoro-2-(trifluoromethyl)propan-2-yl)oxy)-2,2-bis(((1,1,1,3,3,3-hexafluoro-2-(trifluoromethyl)propan-2-yl)oxy)methyl)propoxy)-2,2,6,6-tetraethylpiperidine FC(C(C(F)(F)F)(C(F)(F)F)OCC(COC1CC(NC(C1)(CC)CC)(CC)CC)(COC(C(F)(F)F)(C(F)(F)F)C(F)(F)F)COC(C(F)(F)F)(C(F)(F)F)C(F)(F)F)(F)F